N=1C=NN2C1C=C(C=C2)OC2=CC(=C(C=C2Cl)NC=2C1=C(N=CN2)C=C(C(=N1)N1C[C@H](N(CC1)C(=O)OC(C)(C)C)CO)Br)F tert-butyl (S)-4-(4-((4-([1,2,4]triazolo[1,5-a]pyridin-7-yloxy)-5-chloro-2-fluorophenyl)amino)-7-bromopyrido[3,2-d]pyrimidin-6-yl)-2-(hydroxymethyl)piperazine-1-carboxylate